5-(2-(2-chloro-6-fluorophenyl)pyrrolidin-1-yl)-3-fluoro-N-((R,E)-4-(methylsulfonyl)but-3-en-2-yl)picolinamide ClC1=C(C(=CC=C1)F)C1N(CCC1)C=1C=C(C(=NC1)C(=O)N[C@H](C)\C=C\S(=O)(=O)C)F